CN(C)B(Cl)N(C)C di(dimethylamino)chloroborane